2-(6-(1-((1R,2R,3R,5S)-2-fluoro-8-azabicyclo[3.2.1]octan-3-yl)vinyl)pyridazin-3-yl)-5-(1H-imidazol-1-yl)phenol F[C@H]1[C@H]2CC[C@@H](C[C@@H]1C(=C)C1=CC=C(N=N1)C1=C(C=C(C=C1)N1C=NC=C1)O)N2